(2-((2S,4S)-4-amino-2-(hydroxymethyl)pyrrolidin-1-yl)-6-(1,3,5-trimethyl-1H-pyrazol-4-yl)pyridin-3-yl)-2-(2-fluoro-6-methoxyphenyl)pyrimidine-4-carboxamide N[C@H]1C[C@H](N(C1)C1=NC(=CC=C1C=1C(=NC(=NC1)C1=C(C=CC=C1OC)F)C(=O)N)C=1C(=NN(C1C)C)C)CO